C(#N)C=1C=C(C=NC1OC(F)(F)F)NC(=O)[C@@H]1C[C@@](C2=C1C=NC=1N2N=C(C1)F)(C=1C=NN(C1)C)C cis-N-(5-cyano-6-(trifluoromethoxy)pyridin-3-yl)-2-fluoro-8-methyl-8-(1-methyl-1H-pyrazol-4-yl)-7,8-dihydro-6H-cyclopenta[e]pyrazolo[1,5-a]pyrimidine-6-carboxamide